(R)-N-(4-ethoxy-4-(trifluoromethyl)cyclohexyl)-4-(5-(6-methylpyrimidin-4-yl)-1H-pyrazole-3-carbonyl)-4-azaspiro[2.5]octane-7-carboxamide C(C)OC1(CCC(CC1)NC(=O)[C@@H]1CCN(C2(CC2)C1)C(=O)C1=NNC(=C1)C1=NC=NC(=C1)C)C(F)(F)F